N-(2-cyclopropoxy-3,5-difluorobenzyl)-2-methoxynicotinamide C1(CC1)OC1=C(CNC(C2=C(N=CC=C2)OC)=O)C=C(C=C1F)F